2-methyl-N1-(5-(methylthio)pyrimidin-2-yl)propane-1,3-diamine hydrochloride Cl.CC(CNC1=NC=C(C=N1)SC)CN